NC=1C2=C(N=CN1)N(C=C2Br)[C@H]2[C@@H]([C@@H]([C@H](O2)C=C)O)F (2R,3R,4R,5R)-5-(4-amino-5-bromo-pyrrolo[2,3-d]pyrimidin-7-yl)-4-fluoro-2-vinyl-tetrahydrofuran-3-ol